C(#N)[B-](C#N)(C#N)C#N.CN1C(N(C(=C1CC)CC)CCCC)C 1,2-dimethyl-3-butyl-4,5-diethylimidazole tetracyanoborate